ClCC(C(=O)OC(C)(C)C)(C(C)(F)F)C tert-butyl 2-(chloromethyl)-3,3-difluoro-2-methyl-butyrate